methyl (3R,4S)-4-(3-methoxyphenyl)tetrahydropyran-5-carboxylate COC=1C=C(C=CC1)[C@H]1CCOCC1C(=O)OC